2-(3-fluoro-5-isopropyl-2-methoxyphenyl)-2-((R)-3-((5-(5,6,7,8-tetrahydro-1,8-naphthyridin-2-yl)pentyl)(2,2,2-trifluoroethyl)amino)pyrrolidin-1-yl)acetic acid FC=1C(=C(C=C(C1)C(C)C)C(C(=O)O)N1C[C@@H](CC1)N(CC(F)(F)F)CCCCCC1=NC=2NCCCC2C=C1)OC